FC1=C(C(=CC=C1)F)C1=NC=2N(C(=N1)NC1CCC(CC1)N1CCOCC1)N=CC2C#N 2-(2,6-difluorophenyl)-4-(((1r,4r)-4-morpholinocyclohexyl)amino)pyrazolo[1,5-a][1,3,5]triazine-8-carbonitrile